C(=NN)(N)N.C(=O)(O)O aminoguanidine hydrogencarbonate